N-(3-(8-((2S,3aS,6aS)-3a-fluoro-5-methyloctahydropyrrolo[3,4-b]pyrrol-2-yl)-3-(2,2,2-trifluoroethyl)imidazo[1,2-a]pyridin-2-yl)prop-2-yn-1-yl)-2-methoxy-4-(methylsulfonyl)aniline F[C@@]12[C@@H](N[C@@H](C1)C=1C=3N(C=CC1)C(=C(N3)C#CCNC3=C(C=C(C=C3)S(=O)(=O)C)OC)CC(F)(F)F)CN(C2)C